propyldiethoxymethyl-silane C(CC)[SiH2]C(OCC)OCC